CC1=NS(C2=C1C=CC=C2)(=O)=O 3-methyl-1,2-benzisothiazol-1,1-dioxide